[Se].O1C(=CC(=O)C2=CC=CC=C12)C1=CC=CC=C1 flavone compound with selenium